IC=1N=NNC1I 4,5-diiodo-1H-1,2,3-triazole